ClC1=C(C=CC(=C1)F)C=1C(=NC(=NC1C)OC)OC 5-(2-chloro-4-fluorophenyl)-2,4-dimethoxy-6-methylpyrimidine